methyl 2,2-difluoro-3β,7β-dihydroxy-5β-cholanate FC1([C@@H](C[C@H]2C[C@@H]([C@H]3[C@@H]4CC[C@H]([C@@H](CCC(=O)OC)C)[C@]4(CC[C@@H]3[C@]2(C1)C)C)O)O)F